C1(CCCC1)C(=O)OC(C=C)=O acrylic acid cyclopentanoic anhydride